C(C)(C)(C)OC(=O)N1CCC(CC1)NC=1N=CC2=CC=NC(=C2C1)O.NC(N)=NC=1SC=C(N1)CSCCC(=O)NN=S(=O)=O 3-[[2-(diaminomethyleneamino)thiazol-4-yl]methylthio]-N-sulfonylaminopropanamide tert-butyl-4-((5-hydroxy-2,6-naphthyridin-3-yl)amino)piperidine-1-carboxylate